di-tert-butyl ((3-(5-fluoro-1,3-dioxoisoindolin-2-yl)-2,6-dioxopiperidin-1-yl)methyl) phosphate P(=O)(OC(C)(C)C)(OC(C)(C)C)OCN1C(C(CCC1=O)N1C(C2=CC=C(C=C2C1=O)F)=O)=O